4-((3-(8-(((3S,4R)-1-ethyl-3-fluoropiperidin-4-yl)amino)-3-vinylimidazo[1,2-a]pyridin-2-yl)prop-2-yn-1-yl)amino)-3-methoxy-N-methylbenzamide C(C)N1C[C@@H]([C@@H](CC1)NC=1C=2N(C=CC1)C(=C(N2)C#CCNC2=C(C=C(C(=O)NC)C=C2)OC)C=C)F